N-(5-Chloro-1H-pyrrolo[3,2-b]pyridin-3-yl)-6-fluoro-5-phenoxy-1H-benzo[d]imidazol-2-amine ClC1=CC=C2C(=N1)C(=CN2)NC2=NC1=C(N2)C=C(C(=C1)OC1=CC=CC=C1)F